The molecule is a 2-oxo monocarboxylic acid that is pyruvic acid in which one of the methyl hydrogens is replaced by bromine. Synthetic brominated derivative and structural analog of pyruvic acid. Highly reactive alkylating agent. Anti-cancer drug It has a role as an alkylating agent and an antineoplastic agent. It is a 2-oxo monocarboxylic acid and an organobromine compound. It derives from a pyruvic acid. It is a conjugate acid of a 3-bromopyruvate. C(C(=O)C(=O)O)Br